FC(OCN1CCCC1)(F)F [(trifluoromethoxy)methyl]pyrrolidin